2-((2R)-2-methyltetrahydro-2H-pyran-4-yl)quinoline-6-carbaldehyde C[C@H]1OCCC(C1)C1=NC2=CC=C(C=C2C=C1)C=O